C(C)[C@]1(C(OCC=2C(N3CC=4C(=NC=5C=C6C(=CC5C4CCN(C(CO)=O)CCC)OCO6)C3=CC21)=O)=O)O (S)-N-(2-(7-ethyl-7-hydroxy-8,11-dioxo-7,8,11,13-tetrahydro-10H-[1,3]dioxolo[4,5-g]pyrano[3',4':6,7]indolizino[1,2-b]quinolin-14-yl)ethyl)-2-hydroxy-N-propylacetamide